ClC=1C(=C(CNC(=O)C=2C(C(=C3C(N4CCCOC4CN3C2)=O)O)=O)C=CC1)F 5-Hydroxy-6,10-dioxo-3,4,6,9,9a,10-hexahydro-2H-1-oxa-4a,8a-diaza-anthracene-7-carboxylic acid 3-chloro-2-fluoro-benzylamide